C12CC(CC(CCC1)N2)N(C=2SC1=C(C=NC(=C1)C1=CC3=CN(N=C3C(=C1)F)C)N2)C N-(9-Azabicyclo[3.3.1]non-3-yl)-6-(7-fluoro-2-methyl-2H-indazol-5-yl)-N-methyl[1,3]thiazolo[4,5-c]pyridin-2-amin